tris-(trimethoxypropyl)silane lithium iron chloride [Fe](Cl)Cl.[Li].COC(CC[SiH](CCC(OC)(OC)OC)CCC(OC)(OC)OC)(OC)OC